N(=[N+]=[N-])[C@@H]1CN(C[C@H]1OCC1=CC=C(C=C1)C(F)(F)F)C(=O)OC(C)(C)C tert-butyl trans-3-azido-4-(4-(trifluoromethyl)benzyloxy)pyrrolidine-1-carboxylate